barium strontium vanadium oxide [O-2].[V+5].[Sr+2].[Ba+2]